CC1(OB(OC1(C)C)C1=C2C=NN(C2=CC=C1)CC(=O)OCC)C ethyl 2-[4-(4,4,5,5-tetramethyl-1,3,2-dioxaborolan-2-yl) indazol-1-yl]acetate